phenethylnaphthol C(CC1=CC=CC=C1)C1=C(C2=CC=CC=C2C=C1)O